5-[4-amino-5-(trifluoromethyl)pyrrolo[2,1-f][1,2,4]triazin-7-yl]-N-[(3S)-3-(4-chlorophenyl)-3-hydroxypropyl]-2-methylpyridine-3-carboxamide NC1=NC=NN2C1=C(C=C2C=2C=C(C(=NC2)C)C(=O)NCC[C@H](O)C2=CC=C(C=C2)Cl)C(F)(F)F